(2-Fluoro-6-(piperidin-4-ylsulfanyl)pyridin-3-yl)methanone hydrochloride Cl.FC1=NC(=CC=C1C=O)SC1CCNCC1